argininoglycine N([C@@H](CCCNC(N)=N)C(=O)O)NCC(=O)O